1-(4-(3-Fluoro-2-methylphenyl)piperazin-1-yl)-2-(3-(4-(2-hydroxyethoxy)piperidin-1-carbonyl)-5,6-dihydrocyclopenta[c]pyrazol-1(4H)-yl)ethanon FC=1C(=C(C=CC1)N1CCN(CC1)C(CN1N=C(C2=C1CCC2)C(=O)N2CCC(CC2)OCCO)=O)C